4-(hydroxyimino)-4,5,6,7-tetrahydrobenzofuran-2-sulfonamide ON=C1CCCC2=C1C=C(O2)S(=O)(=O)N